6,8-dihydroxyl-1-oxo-1,2,3,4-tetrahydroisoquinoline-3-carboxylic acid OC=1C=C2CC(NC(C2=C(C1)O)=O)C(=O)O